C(C)(C)(C)OC(=O)N1[C@H](CC(C1)(F)F)C(=O)O 1-(tert-butoxycarbonyl)-4,4-difluoro-D-proline